C1(CC1)C1=NN(C=N1)C1CC2(CN(C2)C(=O)N2CC3(CN(C3)S(=O)(=O)N3CCCCC3)C2)C1 [6-(3-cyclopropyl-1,2,4-triazol-1-yl)-2-azaspiro[3.3]heptan-2-yl]-(2-piperidinosulfonyl-2,6-diazaspiro[3.3]heptan-6-yl)methanone